C=1N=CN2C1C1=CC=CC=C1[C@H]2[C@H](O)C2CCOCC2 (R)-((S)-5H-imidazo[5,1-a]isoindol-5-yl)(tetrahydro-2H-pyran-4-yl)methanol